(2S)-N-cyclobutyl-2-{[1-cyclopentyl-5-(2,6-dimethoxyphenyl)-1H-pyrazol-3-yl]formamido}-3-cyclopropylpropanamide C1(CCC1)NC([C@H](CC1CC1)NC(=O)C1=NN(C(=C1)C1=C(C=CC=C1OC)OC)C1CCCC1)=O